3-Nitro-N-(2-oxoethyl)-5-(trifluoromethyl)benzamide [N+](=O)([O-])C=1C=C(C(=O)NCC=O)C=C(C1)C(F)(F)F